FC1=C(OC2=C(C=C(CN3C(NCC3=O)=O)C=C2)C=2C3=C(C(N(C2)C)=O)N(C=C3)S(=O)(=O)C3=CC=C(C)C=C3)C=CC(=C1)F 3-(4-(2,4-difluorophenoxy)-3-(6-methyl-7-oxo-1-tosyl-6,7-dihydro-1H-pyrrolo[2,3-c]pyridin-4-yl)benzyl)imidazolidine-2,4-dione